N1=C(C=CC(=C1)N)C1=NC=C(C=C1)N (2,2'-bipyridine)-5,5'-diamine